ClC=1N=CC=2N(C1)C(=CN2)C2=NC=CC(=N2)N2CC(NC(C2)C=2C=NNC2)(C)C 6-Chloro-3-(4-(3,3-dimethyl-5-(1H-pyrazol-4-yl)piperazin-1-yl)pyrimidin-2-yl)imidazo[1,2-a]pyrazine